N-acetyl-S-((3-methylpiperidine-1-thiocarbonyl)thio)-L-cysteine C(C)(=O)N[C@@H](CSSC(=S)N1CC(CCC1)C)C(=O)O